(R)-8-(1-aminoethyl)-2-(1-fluorocyclopropyl)-3,6-dimethylquinazolin-4(3H)-one N[C@H](C)C=1C=C(C=C2C(N(C(=NC12)C1(CC1)F)C)=O)C